tertbutyl (6-(4-(hydroxymethyl)-3-methylisoxazol-5-yl)-2-methylpyridin-3-yl)carbamate OCC=1C(=NOC1C1=CC=C(C(=N1)C)NC(OC(C)(C)C)=O)C